ClC=1C=CC(=NC1)[C@@H]1[C@H](C1)C=1C=2N(N=C(C1)C=1C(=NC(=NC1)OC)OC)N=CN2 8-((1S,2S)-2-(5-chloropyridin-2-yl)cyclopropyl)-6-(2,4-dimethoxypyrimidin-5-yl)-[1,2,4]triazolo[1,5-b]pyridazine